FC1=CC=C(C=C1)[C@H](CCO)NC(=O)[C@@H]1SCCN1S(=O)(=O)C1=CC=C(C=C1)C1=CC=CC=C1 (S)-3-(biphenyl-4-sulfonyl)-thiazolidine-2-carboxylic acid [(S)-1-(4-fluoro-phenyl)-3-hydroxy-propyl]-amide